C(#N)C=1C(=NC(=C(C1CC)C#N)N1CCN(CCC1)C)SCC1=CC=C(C=C1)CC(=O)N 4-(((3,5-Dicyano-4-ethyl-6-(4-methyl-1,4-diazepan-1-yl)pyridin-2-yl)thio)methyl)phenyl-acetamide